FC1=C(N)C(=CC=C1)C 2-fluoro-6-methylaniline